2,4-bis(2,4-dimethylphenyl)-6-[2-hydroxy-4-(3-benzyloxy-2-hydroxy-propyloxy)phenyl]-s-triazine CC1=C(C=CC(=C1)C)C1=NC(=NC(=N1)C1=C(C=C(C=C1)C)C)C1=C(C=C(C=C1)OCC(COCC1=CC=CC=C1)O)O